bisphenol A glycerate C(C(O)CO)(=O)O.OC1=CC=C(C=C1)C(C)(C)C1=CC=C(C=C1)O